C(CCC)N(C(=O)NC=1C=C2C(=CNC2=CC1)C=1CC2CCCCN2CC1)CCC N-butyl-N-propyl-N'-(3-(1,4,5,6,7,8,9-heptahydroquinolizin-2-yl)-1H-indol-5-yl)urea